N-morpholinyl-acetamide N1(CCOCC1)NC(C)=O